C(C)[C@H]1N(C[C@@H](NC1)C)C(C)C1=NC2=CC=CC=C2N=C1 (1-((2R,5S)-2-ethyl-5-methylpiperazin-1-yl)ethyl)quinoxaline